4-((5-bromopentyl)thio)-2-(2,6-dioxopiperidin-3-yl)isoindoline-1,3-dione BrCCCCCSC1=C2C(N(C(C2=CC=C1)=O)C1C(NC(CC1)=O)=O)=O